3-chlorobenzyl ((2S)-3-cyclohexyl-1-(((2S)-1-hydroxy-4-methyl-5-oxo-5-(phenethylamino)pentan-2-yl)amino)-1-oxopropan-2-yl)carbamate C1(CCCCC1)C[C@@H](C(=O)N[C@H](CO)CC(C(NCCC1=CC=CC=C1)=O)C)NC(OCC1=CC(=CC=C1)Cl)=O